rac-N-[(2,2-Dimethyl-1,3-dioxolan-4-yl)methyl]-5-((5-[4-(trifluoromethyl)phenyl]-1,3-oxazol-2-yl)amino)pyridine-2-sulfonamide CC1(OC[C@H](O1)CNS(=O)(=O)C1=NC=C(C=C1)NC=1OC(=CN1)C1=CC=C(C=C1)C(F)(F)F)C |r|